CC=1C=CC(=C2C=CNC12)C=1N(N=C2C1CN(CC2)C2=NC=C(C=C2F)C(C)C)C2=C(C=CC=C2CC)CC 3-(7-methyl-1H-indol-4-yl)-2-(2,6-diethylphenyl)-5-(3-fluoro-5-(1-methylethyl)pyridine-2-yl)-4,5,6,7-tetrahydro-2H-pyrazolo[4,3-c]Pyridine